1-(9Z-pentadecenoyl)-2-dodecanoyl-glycero-3-phosphocholine CCCCCCCCCCCC(=O)O[C@H](COC(=O)CCCCCCC/C=C\CCCCC)COP(=O)([O-])OCC[N+](C)(C)C